5-chloro-3-(4-methylphenyl)-[1,2,4]triazolo[4,3-c]pyrimidine ClC1=NC=CC=2N1C(=NN2)C2=CC=C(C=C2)C